4-fluoro-4-methylisochroman-6-carboxamide FC1(COCC2=CC=C(C=C12)C(=O)N)C